tert-butyl N-{3-[(5-bromo-2-chloropyrimidin-4-yl) amino] propyl}-N-methylcarbamate BrC=1C(=NC(=NC1)Cl)NCCCN(C(OC(C)(C)C)=O)C